5-(4,4,5,5-tetramethyl-1,3,2-dioxaborolan-2-yl)pyrimidin-2-ol CC1(OB(OC1(C)C)C=1C=NC(=NC1)O)C